CC=1C=C2C(=C(C(C2=CC1)[Si](C)C)OC1=CC=CC=C1)C(C1=CC=CC=C1)C1=CC=CC=C1 5-methyl-2-phenoxy-3-benzhydryl-indenyl-dimethyl-silicon